O=C1N(C(CC1)=O)OC(CCOCC(NC(CCOCCOCCOC)=O)COCCC(=O)ON1C(CCC1=O)=O)=O 2,5-Dioxopyrrolidin-1-yl 13-((3-((2,5-dioxopyrrolidin-1-yl)oxy)-3-oxopropoxy)methyl)-11-oxo-2,5,8,15-tetraoxa-12-azaoctadecan-18-oate